NC1=CC=C(C=C1)CN1CCOCC1 4-[(4-aminophenyl)methyl]morpholine